monosilane chloride [Cl-].[SiH4]